Dinatrium hydrogen phosphate P(=O)(O)([O-])[O-].[Na+].[Na+]